2,6-dimethyl-4-iodopyridinedicarboxylate CC1(NC(=CC(=C1C(=O)[O-])I)C)C(=O)[O-]